(1s,2s)-2-(5-chloro-pyrazin-2-yl)-cyclopropanecarboxylic acid ClC=1N=CC(=NC1)[C@@H]1[C@H](C1)C(=O)O